NC1=NC=C(C2=C1C=NN2COCC[Si](C)(C)C)NC(=O)C(=O)N(CC2=NC=C(C=C2)F)CC2=C(C=CC=C2)Cl N-[4-amino-1-(2-trimethylsilylethoxymethyl)pyrazolo[4,3-c]pyridin-7-yl]-N'-[(2-chlorophenyl)methyl]-N'-[(5-fluoro-2-pyridyl)methyl]oxamide